(1R,2S,3R,5R)-3-[4-amino-5-(pyridin-4-yl)pyrrolo[2,3-d]pyrimidin-7-yl]-5-[{{3-[(2-phenylethyl)amino]propyl}amino}methyl]cyclopentane-1,2-diol NC=1C2=C(N=CN1)N(C=C2C2=CC=NC=C2)[C@H]2[C@@H]([C@@H]([C@H](C2)CNCCCNCCC2=CC=CC=C2)O)O